2-(5-fluoro-2-hydroxyphenyl)-2-(6-(4-(methylamino)piperidin-1-yl)-1-oxoisoindoline-2-yl)-N-(thiazol-2-yl)acetamide FC=1C=CC(=C(C1)C(C(=O)NC=1SC=CN1)N1C(C2=CC(=CC=C2C1)N1CCC(CC1)NC)=O)O